N-[(4S,5S)-7-ethyl-3-methyl-6-oxo-1-phenyl-4-(propan-2-yl)-1H,4H,5H,6H,7H-pyrazolo[3,4-b]pyridin-5-yl]-3-methylbenzamide C(C)N1C2=C([C@@H]([C@@H](C1=O)NC(C1=CC(=CC=C1)C)=O)C(C)C)C(=NN2C2=CC=CC=C2)C